isatic acid anhydride C=1(C(N)=CC=CC1)C(=O)C(=O)OC(C(C=1C(N)=CC=CC1)=O)=O